CNC1=NC(=NC(=C1)C)NC1=CC2=C(OCO2)C(=C1)C=1CCCN(CC1)C N4,6-dimethyl-N2-[7-(1-methyl-2,3,4,7-tetrahydroazepin-5-yl)-1,3-benzodioxol-5-yl]pyrimidine-2,4-diamine